OC(CCCCCCCCCCCCCCC(=O)O)CCC(CCCCCCCCCC)O 16,19-Dihydroxynonacosanoic acid